(E)-methyl 2-[2-(6-chloro-pyrimidin-4-yloxy) phenyl]-3-methoxyacrylate ClC1=CC(=NC=N1)OC1=C(C=CC=C1)/C(/C(=O)OC)=C\OC